[Na].CC=1SC(=CC1C(=O)NC1=NC(=NS1)CC(C(F)(F)F)(C)O)C1=CC(=CC=C1)C(F)(F)F 2-methyl-5-(3-(trifluoromethyl)phenyl)-N-(3-(3,3,3-trifluoro-2-hydroxy-2-methylpropyl)-1,2,4-thiadiazol-5-yl)thiophene-3-carboxamide sodium